3-(2-fluorophenyl)dibenzofuran FC1=C(C=CC=C1)C=1C=CC2=C(OC3=C2C=CC=C3)C1